CC1=C(C=C(C=C1)[N+](=O)[O-])S(=O)(=O)NCC1=NC=CC=N1 2-Methyl-5-nitro-N-(pyrimidin-2-ylmethyl)benzenesulfonamide